C(C)(C)C=1C(=NNC1C=1C=C(C=2N(C1)N=CN2)C)C2=NC=C(C=N2)C2CCN(CC2)C(C)C(C)C 6-(4-isopropyl-3-(5-(1-(3-methylbutan-2-yl)piperidin-4-yl)pyrimidin-2-yl)-1H-pyrazol-5-yl)-8-methyl-[1,2,4]triazolo[1,5-a]pyridine